C(N)(=O)[C@H]1CN([C@H](CO1)CC1=CC=C(C=C1)Cl)C(=O)OC(C)(C)C tert-butyl (2R,5S)-2-carbamoyl-5-(4-chlorobenzyl)morpholine-4-carboxylate